(2S)-1,1,1,2,3,3-hexadeuterio-3-[5-(trideuteriomethoxy)indol-1-yl]-N,N-bis(trideuteriomethyl)propan-2-amine [2H]C([C@@](C(N1C=CC2=CC(=CC=C12)OC([2H])([2H])[2H])([2H])[2H])(N(C([2H])([2H])[2H])C([2H])([2H])[2H])[2H])([2H])[2H]